ClC1=C(C=CC=C1C1=CC=C(C(=N1)OC)CNCC(CO)(C)C)C1=C(C(=CC=C1)NC=1C2=C(N=C(N1)C)C=CC=N2)C 3-(((6-(2-chloro-2'-methyl-3'-((2-methylpyrido[3,2-d]pyrimidin-4-yl)amino)-[1,1'-biphenyl]-3-yl)-2-methoxypyridin-3-yl)methyl)amino)-2,2-dimethylpropan-1-ol